O=C(CON=CCC)N1CCN(CC1)C1=NC=C(C=C1)C(F)(F)F propanal O-(2-oxo-2-(4-(5-(trifluoroMethyl)pyridin-2-yl)piperazin-1-yl)ethyl)oxime